N-((1r,4r)-4-carbamoyl-cyclohexyl)-6-(3-fluoropyridin-4-yl)-4-(isopropylamino)pyrrolo[1,2-b]pyridazine-3-carboxamide C(N)(=O)C1CCC(CC1)NC(=O)C1=C(C=2N(N=C1)C=C(C2)C2=C(C=NC=C2)F)NC(C)C